3-{5-[4-(4-amino-3-methoxybenzoyl)piperazin-1-yl]-1-oxo-3H-isoindol-2-yl}piperidine-2,6-dione NC1=C(C=C(C(=O)N2CCN(CC2)C=2C=C3CN(C(C3=CC2)=O)C2C(NC(CC2)=O)=O)C=C1)OC